P(=O)(O)([O-])[O-].[K+].[O-]P(O)(=O)OP(=O)(O)O.P(=O)(O)(O)O.[Na+].[Na+] disodium hydrogenphosphate-diphosphate Potassium hydrogen phosphate